NC1=CC=C(NC2=NC=NC(=N2)NC2=CC=C(C=C2)N)C=C1 2,4-bis(4-aminoanilino)-1,3,5-triazine